ClC=1C=C(C=C(C1OC=1C2=C(C(NC1)=O)C(CC2)C)Cl)N2N=C(C(NC2=O)=O)NC(OC(C)(C)C)=O tert-butyl (2-(3,5-dichloro-4-((7-methyl-1-oxo-2,5,6,7-tetrahydro-1H-cyclopenta[c]pyridin-4-yl)oxy)phenyl)-3,5-dioxo-2,3,4,5-tetrahydro-1,2,4-triazin-6-yl)carbamate